1-sec-butyl-p-menthane-3,9-diol C(C)(CC)C1(CC(C(CC1)C(CO)C)O)C